N-(1H-indol-3-yl)-3,3-dimethyl-2-oxo-1-(thiophen-3-ylmethyl)-2,3-dihydro-1H-pyrrolo[3,2-b]pyridine-6-carboxamide N1C=C(C2=CC=CC=C12)NC(=O)C=1C=C2C(=NC1)C(C(N2CC2=CSC=C2)=O)(C)C